C1(=CC(=CC=C1)C1=C(C(=NC(=C1C#N)N1CCCCC1)N)C#N)C1=CC=CC=C1 4-([1,1'-biphenyl]-3-yl)-2-amino-6-(piperidin-1-yl)pyridine-3,5-dinitrile